OCCCN(CCCN(CCCC(=O)[O-])CCCC(=O)OCCCCCCCCCCCCCCCCCCCCC)CCCC(OCCCCCCCCCCC)=C=O heneicosyl 4,4'-((3-((3-hydroxypropyl)(4-carbonyl-4-(undecyloxy)butyl)amino)propyl)azanediyl)dibutyrate